(R)-N-(5-((6-(3-(3-(benzyloxy)phenyl)isoxazolidin-2-yl)pyrimidin-4-yl)amino)-2-(4-(4-cyclopropylpiperazin-1-yl)piperidin-1-yl)-4-methoxyphenyl)acrylamide C(C1=CC=CC=C1)OC=1C=C(C=CC1)[C@@H]1N(OCC1)C1=CC(=NC=N1)NC=1C(=CC(=C(C1)NC(C=C)=O)N1CCC(CC1)N1CCN(CC1)C1CC1)OC